5-((4-(4-acryloyl-piperazin-1-yl)-6-chloro-8-fluoro-7-(2-fluoro-6-hydroxyphenyl)quinazolin-2-yloxy)methyl)picolinonitrile C(C=C)(=O)N1CCN(CC1)C1=NC(=NC2=C(C(=C(C=C12)Cl)C1=C(C=CC=C1O)F)F)OCC=1C=CC(=NC1)C#N